CN1C(=NC=C1)C(=O)NC=1C=C(N(C1)CCCCCN(CCOCCOCCOCCOCCOCCOCCOCCOC)CCOCCOCCOCCOCCOCCOCCOCCOC)C(=O)OCC ethyl 4-(1-methylimidazole-2-amido)-1-[26-(2,5,8,11,14,17,20,23-octaoxapentacosan-25-yl)-2,5,8,11,14,17,20,23-octaoxa-26-azahentriacontan-31-yl]pyrrole-2-carboxylate